C(C)N1N=CC(=C1)C1C[C@H](NCC1)C1=CC=C(C(=O)[O-])C=C1 (S)-4-(4-(1-ethyl-1H-pyrazol-4-yl)piperidin-2-yl)benzoate